3-{2-[6-formyl-1-oxo-4-(trifluoromethyl)-3H-isoindol-2-yl]-6-[(2-methylpropyl)amino]pyridin-4-yl}-4-(4-methyl-1,2,4-triazol-3-yl)benzonitrile C(=O)C1=CC(=C2CN(C(C2=C1)=O)C1=NC(=CC(=C1)C=1C=C(C#N)C=CC1C1=NN=CN1C)NCC(C)C)C(F)(F)F